1-[2-chloro-4-(trifluoromethyl)phenyl]-4-[6-(1-methyl-1H-pyrrol-2-yl)pyridin-3-yl]-N-[(3S)-1-methylpyrrolidin-3-yl]piperidine-4-carboxamide ClC1=C(C=CC(=C1)C(F)(F)F)N1CCC(CC1)(C(=O)N[C@@H]1CN(CC1)C)C=1C=NC(=CC1)C=1N(C=CC1)C